3-[[7-(5-methyl-1,2,4-oxadiazol-3-yl)-1-isoquinolinyl]amino]propionic acid CC1=NC(=NO1)C1=CC=C2C=CN=C(C2=C1)NCCC(=O)O